dithienyl-iridium S1C(=CC=C1)[Ir]C=1SC=CC1